(2R,3S,5R)-5-(6-Amino-2-fluoro-9H-purin-9-yl)-2-((((S)-(((S)-1-(dodecyloxy)-1-oxo-3-phenylpropan-2-yl)amino)(phenoxy)phosphoryl)oxy) methyl)-2-ethynyltetrahydrofuran-3-yl decanoate C(CCCCCCCCC)(=O)O[C@@H]1[C@@](O[C@H](C1)N1C2=NC(=NC(=C2N=C1)N)F)(C#C)CO[P@](=O)(OC1=CC=CC=C1)N[C@H](C(=O)OCCCCCCCCCCCC)CC1=CC=CC=C1